ClC1=CC(=C(C=C1)OC)I 4-chloro-2-iodo-1-methoxybenzene